5-bromo-7-fluoro-3-[3-(hydroxymethyl)-1-methyl-pyrazol-4-yl]quinoxalin-2-ol BrC1=C2N=C(C(=NC2=CC(=C1)F)O)C=1C(=NN(C1)C)CO